(Z)-5-((6-chloro-7-methyl-1H-indol-3-yl)methylene)-3-(3,4-difluorobenzyl)imidazolidine-2,4-dione ClC1=CC=C2C(=CNC2=C1C)\C=C/1\C(N(C(N1)=O)CC1=CC(=C(C=C1)F)F)=O